C1=CC=CC=2OC3=C(C21)C=CC=C3 dibenzo[b,d]Furan